C=CCC1C(CCCCC)O1 trans-4,5-epoxy-2E-decene